ClC1C(N(C(C1)=O)CC(CCCC)CC)=O 3-chloro-1-(2-ethylhexyl)pyrrolidine-2,5-dione